5-chloro-4-(3-(chloromethyl)-6,6-difluoro-6,7-dihydro-5H-pyrrolo[1,2-a][1,2,4]triazolo[3,4-c][1,4]diazepin-10-yl)-N-(1-methyl-1H-pyrazol-5-yl)pyridin-2-amine ClC=1C(=CC(=NC1)NC1=CC=NN1C)C=1C=C2N(CC(CN3C2=NN=C3CCl)(F)F)C1